6-(2,6-dichlorophenyl)-2-((6-(2-(4-ethoxy-4-oxido-1,4-azaphosphinan-1-yl)ethoxy)pyridazin-3-yl)amino)-8-methylpyrido[2,3-d]pyrimidin-7(8H)-one ClC1=C(C(=CC=C1)Cl)C1=CC2=C(N=C(N=C2)NC=2N=NC(=CC2)OCCN2CCP(CC2)(=O)OCC)N(C1=O)C